C1(=CC=CC=C1)CCC1=C(C(=C(C=C1)O)CCC)C1=CC=CC=C1 phenylethyl-phenyl-propyl-phenol